SC=1C=C(C(=O)OC)C=C(C1)S Methyl 3,5-dimercaptobenzoate